methyl (3s,6r)-1-(2-(4-methoxyphenyl) acetyl)-6-methylpiperidine-3-carboxylate COC1=CC=C(C=C1)CC(=O)N1C[C@H](CC[C@H]1C)C(=O)OC